[methyl]amine CN